(3-(phenylmethyloxy)cyclobutyl)methanol C1(=CC=CC=C1)COC1CC(C1)CO